(6-amino-3-pyridyl)-(1,1-dioxo-1,4-thiazinan-4-yl)methanone NC1=CC=C(C=N1)C(=O)N1CCS(CC1)(=O)=O